ClC1=C(N=C(S1)C1=NN(C(=C1C(=O)N)C(F)(F)F)C1=C2C=CN=C(C2=CC=C1)OC)N1N=CC=N1 (5-chloro-4-(2H-1,2,3-triazol-2-yl)thiazol-2-yl)-1-(1-methoxyisoquinolin-5-yl)-5-(trifluoromethyl)-1H-pyrazole-4-carboxamide